OC(=O)C(F)(F)F.CN(CCOC=1C=C2CCNCC2=CC1N(C(C#CC)=O)C)C N-(6-(2-(dimethylamino)ethoxy)-1,2,3,4-tetrahydroisoquinolin-7-yl)-N-methylbut-2-ynamide TFA salt